diglycidylhexahydrobisphenol A C(C1CO1)C1C(O)(CCC(C1)C(C)(C)C1=CC=C(C=C1)O)CC1CO1